rel-(1R,4R)-4-methyl-2-oxocyclohexane-1-carboxylate C[C@H]1CC([C@@H](CC1)C(=O)[O-])=O |o1:1,4|